3-(3,4-dichlorophenyl)-1-(8,9-difluoro-6-oxo-1,4,5,6-tetrahydro-2H-pyrano[3,4-c]isoquinolin-1-yl)-1-methylurea ClC=1C=C(C=CC1Cl)NC(N(C)C1COCC=2NC(C=3C=C(C(=CC3C21)F)F)=O)=O